N-{[3-(4-{[(3S,4R)-3-fluoro-1-methylpiperidin-4-yl]amino}-1-(2,2,2-trifluoroethyl)-1H-indol-2-yl)-1,2,4-oxadiazol-5-yl]methyl}-5-(2-methoxypropan-2-yl)thiophene-2-carboxamide F[C@H]1CN(CC[C@H]1NC1=C2C=C(N(C2=CC=C1)CC(F)(F)F)C1=NOC(=N1)CNC(=O)C=1SC(=CC1)C(C)(C)OC)C